C(C)(C)(C)OC(=O)N1CC2(CC2)[C@H](C1)N1C(=NC2=C1C=C(C=C2)C(=O)OC)CC2=C(C=C(C(=C2)F)C2=NC(=CC=C2)OCC2=C(C=C(C=C2)C#N)F)F methyl 3-[(7R)-5-tert-butoxycarbonyl-5-azaspiro[2.4]heptan-7-yl]-2-[[4-[6-[(4-cyano-2-fluoro-phenyl)methoxy]-2-pyridyl]-2,5-difluoro-phenyl]methyl]benzimidazole-5-carboxylate